ClC1=C(C(=CC(=C1)Cl)F)NC=1N(C2=NC(=NC=C2N1)N[C@@H]1CC(CC1)(F)F)C1CCC(CC1)C(=O)N (1S,4s)-4-(8-(2,4-dichloro-6-fluorophenylamino)-2-((R)-3,3-difluorocyclopentylamino)-9H-purin-9-yl)cyclohexanecarboxamide